O1C(=NC2=C1C=CC=C2)C2=C(C(N(C(=N2)N(C)C(C2=CC=CC=C2)C2=CC(=CC=C2)F)C)=O)O 6-(1,3-benzoxazol-2-yl)-2-{[(3-fluorophenyl)(phenyl)methyl](methyl)amino}-5-hydroxy-3-methyl-3,4-dihydropyrimidin-4-one